(4-bromophenyl)aminium BrC1=CC=C(C=C1)[NH3+]